[Si](C1=CC=CC=C1)(C1=CC=CC=C1)(C(C)(C)C)OC[C@H]1N(CCC1)CCCCC(=O)OCC ethyl (S)-5-(2-(((tert-butyl diphenyl silyl) oxy)methyl)pyrrolidin-1-yl)pentanoate